12'-(4-chloro-5-fluoro-1H-indole-2-carbonyl)-4'-methyl-4',7',8',12'-tetraazaspiro[cyclopropane-1,5'-tricyclo[7.4.0.02,7]tridecane] ClC1=C2C=C(NC2=CC=C1F)C(=O)N1CCC2NN3CC4(N(CC3C2C1)C)CC4